C(C)(C)(C)OC(=O)N1CC(C=2C3=C(C=CC12)C(=CC=C3)OC)C 6-methoxy-1-methyl-1,2-dihydro-3H-benzo[e]Indole-3-carboxylic acid tert-butyl ester